FC1=CC=C2C=C(NC(C2=C1)=O)C1CC(C1)N1CCN(CC1)C=1C=CC(=NC1)C(=O)NC 5-(4-(3-(7-fluoro-1-oxo-1,2-dihydroisoquinolin-3-yl)cyclobutyl)piperazin-1-yl)-N-methylpicolinamide